CC(CNC(\C=C\C=C/CCC#CC#CC)=O)CC dodeca-2E,4Z-dien-8,10-diynoic acid 2-methylbutylamide